6-(3-fluorophenyl)-1H-benzo[d]imidazole FC=1C=C(C=CC1)C=1C=CC2=C(NC=N2)C1